FC1=CC(=C(N)C(=C1)C=1C(=NC=CC1)C)C(C)C 4-fluoro-2-isopropyl-6-(2-methylpyridin-3-yl)aniline